N(6)-acetyl-beta-lysine C(C)(=O)NCCCC(N)CC(=O)O